methyl 7-(1-(adamantan-1-ylmethyl)-5-methyl-1H-pyrazol-4-yl)-4-((3-(benzo[d]thiazol-2-ylcarbamoyl) pyridin-2-yl)amino)quinoline-8-carboxylate C12(CC3CC(CC(C1)C3)C2)CN2N=CC(=C2C)C2=CC=C3C(=CC=NC3=C2C(=O)OC)NC2=NC=CC=C2C(NC=2SC3=C(N2)C=CC=C3)=O